CC1=CC=C(C(=N1)C1=CC=C(C=C1)C1=NNC2=NC=C(C=C21)C=2C=CC1=C(CC[C@H](CC1)N1C3COCC1C3)C2)N2C(CCC2)=O 1-[6-Methyl-2-(4-{5-[(7S)-7-{3-oxa-6-azabicyclo[3.1.1]heptan-6-yl}-6,7,8,9-tetrahydro-5H-benzo[7]annulen-2-yl]-1H-pyrazolo[3,4-b]pyridin-3-yl}phenyl)pyridin-3-yl]pyrrolidin-2-one